N-(4-fluorophenyl)-1-(6-trifluoromethylpyridin-3-yl)-5-hydroxy-3-thioxo-1,2,3,6-tetrahydropyridazine-4-carboxamide FC1=CC=C(C=C1)NC(=O)C=1C(NN(CC1O)C=1C=NC(=CC1)C(F)(F)F)=S